BrCC1=CC=2C(=NSN2)C=C1 5-(bromomethyl)-2,1,3-benzothiadiazole